Methyl 2-(6-cyclopropyl-4-(4-fluoro-2-(4-methyl-4H-1,2,4-triazol-3-yl)phenyl)pyridin-2-yl)-1H-benzo[d]imidazole-5-carboxylate C1(CC1)C1=CC(=CC(=N1)C1=NC2=C(N1)C=CC(=C2)C(=O)OC)C2=C(C=C(C=C2)F)C2=NN=CN2C